C1(CC1)CN1CCC(CCC1)N1CCC(CC1)C=1C=C2C(=C(NC2=CC1)C1=CC(=C(C=C1)OC)OC)C 5-(1-(1-(cyclopropylmethyl)azepan-4-yl)piperidin-4-yl)-2-(3,4-dimethoxyphenyl)-3-methyl-1H-indole